C(C)OC(C1=C(C=C(C=C1)C)OCCO)=O 2-(2-hydroxyethoxy)-4-methylbenzoic acid ethyl ester